C(C)(C)NC(=O)C=1C=NN(C1)CC=1SC(=CC1)C1=NOC(=N1)C(F)(F)F N-isopropyl-1-[[5-[5-(trifluoromethyl)-1,2,4-oxadiazol-3-yl]-2-thienyl]methyl]pyrazole-4-carboxamide